(S)-4-chloro-2-(4-(ethyl(5-fluoropyrazin-2-yl)amino)phenyl)-5-(((3-fluorotetrahydro-2H-pyran-3-yl)methyl)amino)pyridazin-3(2H)-one ClC=1C(N(N=CC1NC[C@@]1(COCCC1)F)C1=CC=C(C=C1)N(C1=NC=C(N=C1)F)CC)=O